3,3'-(1,4-phenylenebis(oxy))bis(propane-1-sulfonic acid) C1(=CC=C(C=C1)OCCCS(=O)(=O)O)OCCCS(=O)(=O)O